C([O-])([O-])=O.[Na+].[Fe+2] iron-sodium carbonate